ClC=1C(=C(C=CC1)N1C(C2(CC1C(=O)O)CNC1=CC=CC=C12)CC(C)(C)C)F (3-chloro-2-fluorophenyl)-2'-neopentylspiro[indoline-3,3'-pyrrolidine]-5'-carboxylic acid